C(C)(C)(C)OC(=O)N1C2(CC(CC1)C2)C(=O)O (tert-butoxycarbonyl)-2-azabicyclo[3.1.1]heptane-1-carboxylic acid